ClC1=CC(=C(C=C1)C1CCN(CC1)C1=NNC=N1)F 4-(4-chloro-2-fluorophenyl)-1-(1H-1,2,4-triazol-3-yl)piperidine